C1(CC1)C1=NN=C(S1)C(N1C[C@@H](N(C[C@@H]1C)C(=O)OC(C)(C)C)C)C1=CC=C(C=C1)F |&1:14| tert-butyl (2S,SR)-4-((5-cyclopropyl-1,3,4-thiadiazol-2-yl)(4-fluorophenyl)methyl)-2,5-dimethylpiperazine-1-carboxylate